4-(5-(2,6-dimethylphenoxy)-1-(2-hydroxy-2-methylpropyl)-3-(1,2,3,6-tetrahydropyridin-4-yl)-1H-indazol-6-yl)-N-ethyl-6-methyl-7-oxo-6,7-dihydro-1H-pyrrolo[2,3-c]pyridine-2-carboxamide CC1=C(OC=2C=C3C(=NN(C3=CC2C=2C3=C(C(N(C2)C)=O)NC(=C3)C(=O)NCC)CC(C)(C)O)C=3CCNCC3)C(=CC=C1)C